(N-(2-chloro-5-(trifluoromethyl)phenyl)phenylsulfonamido)-N-(pyridin-4-yl-methyl)butanamide ClC1=C(C=C(C=C1)C(F)(F)F)N(S(=O)(=O)C1=CC=CC=C1)C(C(=O)NCC1=CC=NC=C1)CC